5-(8-((1S,2S)-2-(1-(2,2,2-trifluoroethyl)-1H-indazol-5-yl)cyclopropyl)imidazo[1,2-b]pyridazin-6-yl)pyrimidine-2,4(1H,3H)-dione FC(CN1N=CC2=CC(=CC=C12)[C@@H]1[C@H](C1)C=1C=2N(N=C(C1)C=1C(NC(NC1)=O)=O)C=CN2)(F)F